N-(2-hydroxy-5-(3-(4-((4-(trifluoromethoxy)phenethyl)thio)phenyl)ureido)phenyl)methanesulfonamide OC1=C(C=C(C=C1)NC(=O)NC1=CC=C(C=C1)SCCC1=CC=C(C=C1)OC(F)(F)F)NS(=O)(=O)C